2,4-dichloro-8-fluoro-7-(7-fluoro-8-((triisopropylsilyl)ethynyl)naphthalen-1-yl)-1,6-naphthyridine ClC1=NC2=C(C(=NC=C2C(=C1)Cl)C1=CC=CC2=CC=C(C(=C12)C#C[Si](C(C)C)(C(C)C)C(C)C)F)F